NC1=NC=NN2C1=C(C=C2C=2C=C(C(=NC2)OC)C(=O)N[C@@H]2CN(C[C@@H]2F)S(=O)(=O)C2CCCCC2)C(F)(F)F 5-[4-amino-5-(trifluoromethyl)pyrrolo[2,1-f][1,2,4]triazin-7-yl]-N-[(3R,4S)-1-(cyclohexanesulfonyl)-4-fluoropyrrolidin-3-yl]-2-methoxypyridine-3-carboxamide